C(#N)CCN1C=NC(=C1C=1C=CC=2N(N1)C(=CN2)C#N)C2=CC=C(C=C2)F 6-(1-(2-cyanoethyl)-4-(4-fluorophenyl)-1H-imidazol-5-yl)imidazo[1,2-b]pyridazine-3-carbonitrile